C(C)(C)(C)OC(=O)NC1=NC=NN2C1=C(C=C2C2CC(N(C2)C(=O)O)COC)I.OC2=CC=1N(C3=CC=CC=C3C1C=C2)C2=NC=C(C(=C2C([2H])([2H])[2H])C2=CC=CC=C2)C([2H])([2H])[2H] 2-hydroxy-9-[3,5-bis(methyl-d3)-4-phenylpyridin-2-yl]carbazole 4-[4-[(tert-butoxycarbonyl)amino]-5-iodopyrrolo[2,1-f][1,2,4]triazin-7-yl]-2-(methoxymethyl)pyrrolidine-1-carboxylate